N-((S)-7-((1S,4S)-2-oxa-5-azabicyclo[2.2.1]heptan-5-yl)-5-methyl-4-oxo-2,3,4,5-tetrahydrobenzo[b][1,4]oxazepin-3-yl)-5-benzylisoxazole-3-carboxamide [C@@H]12OC[C@@H](N(C1)C1=CC3=C(OC[C@@H](C(N3C)=O)NC(=O)C3=NOC(=C3)CC3=CC=CC=C3)C=C1)C2